COC=1C=CC=2N(C3=CC=C(C=C3C2C1)OC)C(=O)OC=1C=NC=C(C1)OC(=O)N1C2=CC=C(C=C2C=2C=C(C=CC12)OC)OC 5-(3,6-dimethoxy-9H-carbazol-9-ylcarbonyloxy)-3-pyridyl 3,6-dimethoxy-9H-carbazole-9-carboxylate